N-(5-(2-(3,5-dimethylmorpholino)acetamido)-2-methylpyridin-3-yl)-7-(1-methyl-1H-pyrazol-4-yl)-[1,2,4]triazolo[4,3-a]pyridine-3-carboxamide CC1COCC(N1CC(=O)NC=1C=C(C(=NC1)C)NC(=O)C1=NN=C2N1C=CC(=C2)C=2C=NN(C2)C)C